C(#C)C1(COC(OC1)(C)C)NC([O-])=O 5-ethynyl-2,2-dimethyl-1,3-dioxan-5-ylcarbamate